3-(5-cyano-4-(3-methoxypyrrolidin-1-yl)pyridin-2-yl)-1-(6-formyl-5-((4-methyl-2-oxopiperazin-1-yl)methyl)pyridin-2-yl)-1-methylurea C(#N)C=1C(=CC(=NC1)NC(N(C)C1=NC(=C(C=C1)CN1C(CN(CC1)C)=O)C=O)=O)N1CC(CC1)OC